2,6-bis(2,4-diethyloxyphenyl)-4-(4'-bis(4-hexyloxyphenyl)aminobiphenyl-4-yl)pyridine C(C)OC1=C(C=CC(=C1)OCC)C1=NC(=CC(=C1)C1=CC=C(C=C1)C1=CC=C(C=C1)N(C1=CC=C(C=C1)OCCCCCC)C1=CC=C(C=C1)OCCCCCC)C1=C(C=C(C=C1)OCC)OCC